(E)-1-ethyl-3-(2-nitrovinyl)-1H-pyrazole C(C)N1N=C(C=C1)\C=C\[N+](=O)[O-]